OCNC1=CC=C(C=C1)N hydroxymethyl-p-phenylenediamine